2-(N-morpholinyl)ethyl-sulfonic acid N1(CCOCC1)CCS(=O)(=O)O